NC=1C2=C(N=CN1)N(C=C2C2=CC=C(C=C2)NC(=O)C2=CN(C(=C(C2=O)C2=CC=C(C=C2)F)C#N)C(C)C)C N-(4-(4-amino-7-methyl-7H-pyrrolo[2,3-d]pyrimidin-5-yl)phenyl)-6-cyano-5-(4-fluorophenyl)-1-isopropyl-4-oxo-1,4-dihydropyridine-3-carboxamide